C=1N=CN2C1C1=CC=CC=C1C2C2(CN(CC2)S(=O)(=O)C)O 3-(5H-imidazo[5,1-a]isoindol-5-yl)-1-(methylsulfonyl)pyrrolidin-3-ol